[Ti].[W].[Ta] tantalum-tungsten-titanium